methyl 3-butyl-7-methoxy-2-(4-methoxybenzyl)-3-methyl-5-phenyl-2,3,4,5-tetrahydro-1,2,5-benzothiadiazepine-8-carboxylate 1,1-dioxide C(CCC)C1(N(S(C2=C(N(C1)C1=CC=CC=C1)C=C(C(=C2)C(=O)OC)OC)(=O)=O)CC2=CC=C(C=C2)OC)C